tert-butyl-5-amino-3-methyl-4-(p-methylphenylsulfanyl)-1H-pyrazole-1-carboxylate C(C)(C)(C)OC(=O)N1N=C(C(=C1N)SC1=CC=C(C=C1)C)C